N-[(4-bromo-2-methylindazol-7-yl)methyl]-8-fluoro-2-methylimidazo[1,2-a]pyridin-6-amine BrC=1C2=CN(N=C2C(=CC1)CNC=1C=C(C=2N(C1)C=C(N2)C)F)C